tert-butyl 4-(8-methyl-2-(4-(methylsulfonyl) phenyl)imidazo[1,2-a]pyridin-6-yl)-3,6-dihydropyridine-1(2H)-carboxylate CC=1C=2N(C=C(C1)C=1CCN(CC1)C(=O)OC(C)(C)C)C=C(N2)C2=CC=C(C=C2)S(=O)(=O)C